(5-chloro-4-fluoro-2-hydroxy-3-iodophenyl)ethanone ClC=1C(=C(C(=C(C1)C(C)=O)O)I)F